C(C)(C)OC1C(CCCC1)CN (2-isopropoxycyclohex-1-yl)methylamine